1,4-bis(2-hydroxypropyl)piperazine OC(CN1CCN(CC1)CC(C)O)C